CC1=CC(N(C(=C1)C(=O)N1C(CCC1)C1=CC=CC=C1)CC#C)=O 4-methyl-6-(2-phenylpyrrolidine-1-carbonyl)-1-(prop-2-yn-1-yl)pyridin-2(1H)-one